(6R)-17-amino-6-hydroxy-12-(tetrahydropyran-4-ylmethyl)-6,15-bis(trifluoromethyl)-19-oxa-3,4,12,18-tetrazatricyclo[12.3.1.12,5]nonadeca-1(18),2,4,14,16-pentaen-13-one NC1=CC(=C2C(N(CCCCC[C@@](C3=NN=C(C1=N2)O3)(C(F)(F)F)O)CC3CCOCC3)=O)C(F)(F)F